N-cyclohexyl-5-((3,5-dimethoxyphenyl)ethynyl)-1H-pyrrolo[2,3-b]pyridin-4-amine C1(CCCCC1)NC=1C2=C(N=CC1C#CC1=CC(=CC(=C1)OC)OC)NC=C2